2-ethyl-5,8-difluoro-3-((6-methoxy-5-methylpyridin-2-yl)methyl)naphthalene-1,4-dione C(C)C=1C(C2=C(C=CC(=C2C(C1CC1=NC(=C(C=C1)C)OC)=O)F)F)=O